6-Methyl-5-[3-methyl-1-(oxan-4-yl)-5H,6H,7H,8H-imidazo[1,5-a]pyrazine-7-carbonyl]-N-(1-methylcyclopropyl)furo[2,3-d]pyrimidin-4-amine CC1=C(C2=C(N=CN=C2NC2(CC2)C)O1)C(=O)N1CC=2N(CC1)C(=NC2C2CCOCC2)C